2-amino-5,6-dihydro-6-methyl-4H-1,3-thiazine NC=1SC(CCN1)C